(R)-2-(1-(3,5-difluorophenyl)-1H-pyrazol-4-yl)-N-(5-(oxetan-3-yl)-1H-pyrazol-3-yl)propanamide FC=1C=C(C=C(C1)F)N1N=CC(=C1)[C@H](C(=O)NC1=NNC(=C1)C1COC1)C